3-Isobutyroyl-7-dimethylaminocoumarin C(C(C)C)(=O)C=1C(OC2=CC(=CC=C2C1)N(C)C)=O